4,4'-Di-tert-butyl-2,2'-Bipyridine C(C)(C)(C)C1=CC(=NC=C1)C1=NC=CC(=C1)C(C)(C)C